di-tert-butyl-(phenylthio)phosphine C(C)(C)(C)P(SC1=CC=CC=C1)C(C)(C)C